2-(4-bromo-2-fluorobenzyl)-6-cyclopropyl-8-fluoroisoquinolin-1(2H)-one BrC1=CC(=C(CN2C(C3=C(C=C(C=C3C=C2)C2CC2)F)=O)C=C1)F